C(C)N(CC)C N,N-diethylmonomethylamine